1-(2-butyloctyl) 9-(2-((4-(dimethylamino) butanoyl) oxy)-3-((7-((2-hexyldecyl) oxy)-7-oxoheptanoyl) oxy) propyl) azelate C(CCCCCCCC(=O)OCC(COC(CCCCCC(=O)OCC(CCCCCCCC)CCCCCC)=O)OC(CCCN(C)C)=O)(=O)OCC(CCCCCC)CCCC